OC1=C(C(=O)O)C=CC(=C1)OC(F)(F)F 2-hydroxy-4-(trifluoromethoxy)benzoic acid